2-(6-(4-(tert-butyl)pyridin-2-yl)dibenzo[b,d]furan-3-yl)-4,6-dimesityl-1,3,5-triazine C(C)(C)(C)C1=CC(=NC=C1)C1=CC=CC=2C3=C(OC21)C=C(C=C3)C3=NC(=NC(=N3)C3=C(C=C(C=C3C)C)C)C3=C(C=C(C=C3C)C)C